(8-amino-2-((2,6-difluorophenyl)(hydroxy)methyl)-5-(3-methyl-1H-pyrazol-4-yl)-[1,2,4]triazolo[1,5-a]pyrazin-6-yl)benzonitrile NC=1C=2N(C(=C(N1)C1=C(C#N)C=CC=C1)C=1C(=NNC1)C)N=C(N2)C(O)C2=C(C=CC=C2F)F